[Si](C1=CC=CC=C1)(C1=CC=CC=C1)(C(C)(C)C)OCC=1N=CC2=CC(=CC=C2C1)C(=O)OC methyl 3-(((tert-butyldiphenylsilyl)oxy)methyl)isoquinoline-7-carboxylate